C=1N=CN2C1C1=CC=CC=C1[C@@H]2[C@H]2CCC=1C=CN=CC1[C@@H]2O (7R,8R)-7-((S)-5H-Imidazo[5,1-a]isoindol-5-yl)-5,6,7,8-tetrahydroisochinolin-8-ol